BrC1=NC=CC(=C1)C#CC1=C(C(=CC=C1)OCC1=CC=C(C=C1)OC)C1OCCO1 2-bromo-4-{2-[2-(1,3-dioxolan-2-yl)-3-[(4-methoxyphenyl)methoxy]phenyl]ethynyl}pyridine